C1N(CCC2=CC=CC=C12)C[C@H](CN1CCN(C2=C(C1=O)C=CC(=C2)CN2CCOCC2)C)O 4-[(2R)-3-(3,4-dihydro-1H-isoquinolin-2-yl)-2-hydroxy-propyl]-1-methyl-8-(morpholinomethyl)-2,3-dihydro-1,4-benzodiazepine-5-one